2-methyl-9,10-bis(isobutylcarbonyloxy)anthracene (2-(4-methyl-1-cyclohex-3-enyl)propan-1-yl)acetate CC1=CCC(CC1)C(CCC(=O)O)C.CC1=CC2=C(C3=CC=CC=C3C(=C2C=C1)OC(=O)CC(C)C)OC(=O)CC(C)C